tris(2,2'-bipyridine) iridium [Ir].N1=C(C=CC=C1)C1=NC=CC=C1.N1=C(C=CC=C1)C1=NC=CC=C1.N1=C(C=CC=C1)C1=NC=CC=C1